2-((1S,4S,5R)-5-((1-Cyclopropyl-4-(2,6-dichlorophenyl)-1H-1,2,3-triazol-5-yl)methoxy)-2-azabicyclo[2.2.1]heptan-2-yl)-4-(tetrahydro-2H-pyran-4-yl)benzo[d]thiazol C1(CC1)N1N=NC(=C1CO[C@H]1[C@@H]2CN([C@H](C1)C2)C=2SC1=C(N2)C(=CC=C1)C1CCOCC1)C1=C(C=CC=C1Cl)Cl